ClC=1C(=NC=C(N1)Cl)CO (3,5-dichloropyrazin-2-yl)methanol